7-Chloro-5-methyl-2-aza-bicyclo[4.1.0]hept-2-ene-3-ylamin ClC1C2C(CC(=NC12)N)C